2-(hydroxymethyl)-4-methyl-2-[(2-methylpropyloxy)methyl]-1-azabicyclo[2.2.2]Octan-3-one OCC1(N2CCC(C1=O)(CC2)C)COCC(C)C